Allyl Phosphonoamidate P(OCC=C)(=O)N